styrene-maleic acid anion C(=CC1=CC=CC=C1)/C(=C/C(=O)[O-])/C(=O)[O-]